C(C=C)(=O)N1C[C@@H](N(CC1)C=1C2=C(N(C(N1)=O)C1=C(C=CC=C1S(=O)(=O)C)C(C)C)N=C(C(=C2)F)C=2C(=C(C#N)C=CC2)Cl)C (S)-3-(4-(4-propenoyl-2-methylpiperazin-1-yl)-6-fluoro-1-(2-isopropyl-6-(methylsulfonyl)phenyl)-2-oxo-1,2-dihydropyrido[2,3-d]pyrimidin-7-yl)-2-chlorobenzonitrile